ClCCC(C(=O)N)=CC1=CC(=C(C(=C1)OC)OC)OC (2-chloroethyl)-3,4,5-trimethoxycinnamamide